Chlorofluoranol ClOF